N1=C(N=CC=C1)C(C)N 1-(pyrimidin-2-yl)ethane-1-amine